C(=C)NC(C=C)=O N-vinyl-acrylamide